tert-butyl 4-(bicyclo[1.1.1]pentan-1-ylcarbamoyl)-5-bromo-1H-indole-1-carboxylate C12(CC(C1)C2)NC(=O)C2=C1C=CN(C1=CC=C2Br)C(=O)OC(C)(C)C